NC1=NC=C(C(=C1Br)O)Br 2-amino-3,5-dibromopyridin-4-ol